6-((3-(5-(aminomethyl)-2-(4-fluorophenyl)pyridin-4-yl)-1H-pyrazol-1-yl)methyl)picolinic acid NCC=1C(=CC(=NC1)C1=CC=C(C=C1)F)C1=NN(C=C1)CC1=CC=CC(=N1)C(=O)O